5-chloro-1-oxo-1,3-dihydrospiro[indene-2,4'-piperidine] ClC=1C=C2CC3(CCNCC3)C(C2=CC1)=O